tert-Butyl 4-oxa-8,12-diazadispiro[2.1.5.3]tridecane-8-carboxylate C1CC12OC1(CCN(CC1)C(=O)OC(C)(C)C)CNC2